Carbon Hydroxycarbon O[C].[C]